Bismuth(III) trifluoromethanesulphonate FC(S(=O)(=O)[O-])(F)F.[Bi+3].FC(S(=O)(=O)[O-])(F)F.FC(S(=O)(=O)[O-])(F)F